4-(5-Chlorofuran-2-yl)-1,3-bis(2,4-difluorophenyl)-5-methyl-N-((7-methyl-4-oxa-7-azaspiro[2.5]oct-5-yl)methyl)-4,5-dihydro-1H-pyrazole-5-carboxamide ClC1=CC=C(O1)C1C(=NN(C1(C(=O)NCC1OC2(CC2)CN(C1)C)C)C1=C(C=C(C=C1)F)F)C1=C(C=C(C=C1)F)F